4-(3,4-difluorophenyl)-6H-1,3-thiazin-2-amine FC=1C=C(C=CC1F)C=1N=C(SCC1)N